(S)-N-(3-chlorophenyl)-4-((1-((6-chloropyridin-3-yl)amino)-1-oxopropan-2-yl)oxy)benzamide ClC=1C=C(C=CC1)NC(C1=CC=C(C=C1)O[C@H](C(=O)NC=1C=NC(=CC1)Cl)C)=O